5-chloro-2-(4,4-difluoroazepan-1-yl)-N-(4-fluoro-3-(N'-hydroxycarbamimidoyl)phenyl)nicotinamide t-butyl-4-((4-bromo-2-nitrophenyl)amino)piperidine-1-carboxylate C(C)(C)(C)OC(=O)N1CCC(CC1)NC1=C(C=C(C=C1)Br)[N+](=O)[O-].ClC=1C=NC(=C(C(=O)NC2=CC(=C(C=C2)F)C(N)=NO)C1)N1CCC(CCC1)(F)F